Tert-butyl (2S)-2-({(1S)-1-cyano-2-[4-(3-methyl-2-oxo-2,3-dihydro-1,3-benzoxazol-5-yl) phenyl] ethyl} carbamoyl)-1,4-oxaazepane-4-carboxylate C(#N)[C@H](CC1=CC=C(C=C1)C=1C=CC2=C(N(C(O2)=O)C)C1)NC(=O)[C@H]1OCCCN(C1)C(=O)OC(C)(C)C